FC(C(=O)O)(F)F.FC1=C(C=C(C=C1C)NN)C 4-fluoro-3,5-dimethylphenylhydrazine trifluoroacetate